2,2'-dichloro-5,5'-dimethoxy-benzidine ClC1=C(C=C(C(=C1)N)OC)C1=C(C=C(N)C(=C1)OC)Cl